ClC1=C(C=C(C=C1)F)C1N(C(C2=C3C=CC(=NC3=CC(=C21)NC(=O)N2C(C(C1=CC(=CC=C21)F)(C(F)(F)F)O)([2H])[2H])OC)=O)CC2=CC=C(C=C2)OC N-(3-(2-chloro-5-fluorophenyl)-7-methoxy-2-(4-methoxybenzyl)-1-oxo-2,3-dihydro-1H-pyrrolo[3,4-f]quinolin-4-yl)-5-fluoro-3-hydroxy-3-(trifluoromethyl)indole-2,2-d2-1-carboxamide